(R)-2-(1,5-Dimethyl-3-phenyl-1H-pyrrol-2-yl)-2-oxo-N-(3-(5-sulfamoylpyrimidin-2-yl)-1,2,3,4,4a,5-hexahydrobenzo[b]pyrazino[1,2-d][1,4]oxazin-8-yl)acetamide CN1C(=C(C=C1C)C1=CC=CC=C1)C(C(=O)NC=1C=CC2=C(OC[C@@H]3N2CCN(C3)C3=NC=C(C=N3)S(N)(=O)=O)C1)=O